CC(C(=O)O)CCCCC(=C)C 2,7-dimethyl-7-octenoic acid